C(C)C1=C(C(C2=C(N1)N=C(O2)C2=CC(=NC=C2)OC)=O)N2CCN(CC2)C(=O)OC(C)(C)C tert-butyl 4-[5-ethyl-2-(2-methoxy-4-pyridyl)-7-oxo-4H-oxazolo[4,5-b]pyridin-6-yl]piperazine-1-carboxylate